(3-((6-mercaptohexyl)thio)propyl)-triethoxysilane SCCCCCCSCCC[Si](OCC)(OCC)OCC